6-bromo-2-ethyl-7-methoxyisoquinolin-1(2H)-one BrC=1C=C2C=CN(C(C2=CC1OC)=O)CC